C1(=CC=CC=C1)CCC=CC1=CC=C(C=C1)N1C=CC=C1 1-(4-(4-phenyl-1-buten-1-yl)phenyl)-1H-pyrrole